(S)-2-(bromomethyl)-1-((tetrahydrofuran-2-yl)methyl)-1H-thieno[2,3-d]imidazole-5-carboxylic acid methyl ester COC(=O)C1=CC2=C(N=C(N2C[C@H]2OCCC2)CBr)S1